C(C)(=O)NC1=C(C=C(C(=C1)OC)N)C N-acetyl-2-methyl-5-methoxy-1,4-phenylenediamine